CN1N=CC2=CC=C(C=C12)C1(CCCC1)S(=O)(=O)N (1-methyl-1H-indazol-6-yl)cyclopentanesulfonamide